(R)-1-((5-(5-(difluoromethyl)-1,3,4-oxadiazol-2-yl)pyridin-2-yl)methyl)-6-fluoro-3-(1-methylpiperidin-3-yl)-5-(pyridin-3-yl)-1,3-dihydro-2H-benzo[d]imidazol-2-one FC(C1=NN=C(O1)C=1C=CC(=NC1)CN1C(N(C2=C1C=C(C(=C2)C=2C=NC=CC2)F)[C@H]2CN(CCC2)C)=O)F